6-((16-((6-carboxypyridin-2-yl)methyl)-1,4,10,13-tetraoxa-7,16-diazacyclooctadecan-7-yl)methyl)-4-isocyanatopicolinic acid C(=O)(O)C1=CC=CC(=N1)CN1CCOCCOCCN(CCOCCOCC1)CC1=CC(=CC(=N1)C(=O)O)N=C=O